4-(3-isopropyl-5-(piperidin-4-yl)-1H-indol-2-yl)-5-methyl-1H-pyrazolo[3,4-b]pyridine C(C)(C)C1=C(NC2=CC=C(C=C12)C1CCNCC1)C1=C2C(=NC=C1C)NN=C2